C[C@H]1/C=C/C=C(\\C(=O)NC2=C(C(=C3C(=C2O)C(=C(C4=C3C(=O)[C@](O4)(O/C=C/[C@@H]([C@H]([C@H]([C@@H]([C@@H]([C@@H]([C@H]1O)C)O)C)OC(=O)C)C)OC)C)C)O)O)/C=[N+](/N5CCN(CC5)C)\\[O-])/C The molecule is a mamber of the class of rifamycins that is obtained by formal N-hydroxylation at position 2' of rifampicin. It has a role as a bacterial xenobiotic metabolite. It derives from a rifampicin. It is a conjugate acid of a 2'-hydroxyrifampicin(1-).